3-(Dimethylamino)-1-(2-oxo-1-phenyl-2-(4-(3-(trifluoromethyl)phenyl)-piperazin-1-yl)ethyl)pyrrolidine-2,5-dione hydrochloride Cl.CN(C1C(N(C(C1)=O)C(C(N1CCN(CC1)C1=CC(=CC=C1)C(F)(F)F)=O)C1=CC=CC=C1)=O)C